N-(1-Methyl-3-(phenylethynyl)-1H-pyrrolo[2,3-b]pyridin-5-yl)acrylamide CN1C=C(C=2C1=NC=C(C2)NC(C=C)=O)C#CC2=CC=CC=C2